(difluoromethyl)-4-methylpyridine FC(F)C1=NC=CC(=C1)C